(1R,2S)-5'-methoxy-2-(3-{[3-methoxy-5-(8-oxa-3-azabicyclo[3.2.1]octane-3-sulfonyl)pyridin-2-yl]amino}-1H-indazol-6-yl)spiro[cyclopropane-1,3'-indol]-2'(1'H)-one COC=1C=C2[C@]3(C(NC2=CC1)=O)[C@@H](C3)C3=CC=C1C(=NNC1=C3)NC3=NC=C(C=C3OC)S(=O)(=O)N3CC1CCC(C3)O1